FC1=C(C(=O)OC)C=C(C(=C1)C)SCCO methyl 2-fluoro-5-((2-hydroxyethyl)thio)-4-methylbenzoate